(R)-2-((4'-(4-acetylpiperazin-1-yl)-[1,1'-biphenyl]-3-carboxamido) (1H-indol-2-yl) methyl)-4-fluorophenylacetate C(C)(=O)N1CCN(CC1)C1=CC=C(C=C1)C1=CC(=CC=C1)C(=O)N[C@H](C1=C(C=CC(=C1)F)CC(=O)[O-])C=1NC2=CC=CC=C2C1